1-[(4-isopropylphenyl)methyl]-4-(4,4,5,5-tetramethyl-1,3,2-dioxaborolan-2-yl)pyrazole C(C)(C)C1=CC=C(C=C1)CN1N=CC(=C1)B1OC(C(O1)(C)C)(C)C